C(C)(C)C=1C=C(C=CC1)C(=C(C)NC([C@H](C)N1C(OC2=C(C1=O)N=CC=C2OC)=O)=O)C2=CC(=CC=C2)C(C)C (S)-N-(1,1-bis(3-isopropylphenyl)prop-1-en-2-yl)-2-(8-methoxy-2,4-dioxo-2H-pyrido[2,3-e][1,3]oxazin-3(4H)-yl)propanamide